5,6,11,12,17,18-hexahydrocyclonona[1,2-b:4,5-b':7,8-b'']triindole C1C2=C(CC3=C(CC4=C1NC5=CC=CC=C45)NC6=CC=CC=C36)NC7=CC=CC=C27